FC1=C(C(=O)N)C=CC=C1NC 2-fluoro-3-methylaminobenzamide